2-[6-[(4aS,8aR)-6-methyl-3,4a,5,7,8,8a-hexahydro-2H-pyrido[4,3-b][1,4]oxazin-4-yl]-4-methyl-pyridazin-3-yl]-5-fluoro-phenol CN1C[C@H]2[C@H](OCCN2C2=CC(=C(N=N2)C2=C(C=C(C=C2)F)O)C)CC1